CC=1N=C(SC1C1=NC(=NC=C1)NC)NC(=O)NC1=CC(=CC=C1)SC(F)(F)F 1-(4-Methyl-5-(2-(methylamino)-pyrimidin-4-yl)thiazol-2-yl)-3-(3-((trifluoromethyl)thio)phenyl)urea